C(CC(O)(C(=O)O)CC(=O)O)(=O)O.C(C)OCC1(CCN(CC1)CC1=CC2=C(CNC(O2)=O)C=C1)CCC1=CC=CC=C1 7-((4-(ethoxymethyl)-4-phenethylpiperidin-1-yl)methyl)-3,4-dihydro-2H-benzo[e][1,3]oxazin-2-one citrate